6-amino-5-methyl-2-thiouracil NC1=C(C(NC(N1)=S)=O)C